NC1=C(C=CC=C1)SCC=1C(=C(C(=O)OC)C(=CC1)Br)F methyl 3-(((2-aminophenyl)thio)methyl)-6-bromo-2-fluorobenzoate